4-Hydroxy-1,2-oxathiolane 2,2-dioxide OC1CS(OC1)(=O)=O